C(C)(=O)OCC1=CC=C(O1)/C=C/C(=O)O (2E)-3-{5-[(acetoxy)methyl]-2-furanyl}acrylic acid